5-(1-((S)-1-ethylpyrrolidin-2-yl)propoxy)isobenzofuran-1(3H)-one C(C)N1[C@@H](CCC1)C(CC)OC=1C=C2COC(C2=CC1)=O